C(C)C1=C(C=CC(=C1)I)NC(C1=CC=CC=C1)=O N-(2-ethyl-4-iodophenyl)benzamide